FC(C1OCCN1)(F)F 2-(trifluoromethyl)oxazolidin